NC(C)C1=CC=C(C(=N1)OC=1C(=C(C=CC1)C[C@@H]1N(CC([C@@H]1NS(=O)(=O)C)(F)F)C(=O)OC(C)(C)C)F)C tert-Butyl (2S,3R)-2-[(3-{[6-(1-aminoethyl)-3-methylpyridin-2-yl]oxy}-2-fluorophenyl)methyl]-4,4-difluoro-3-[(methanesulfonyl)amino]pyrrolidine-1-carboxylate